ClCC(=O)N[C@H]1CN(CCC1)C1CC1 2-chloro-N-[(3R)-1-cyclopropyl-3-piperidinyl]acetamide